C(N1C(=NC(=C1)C(F)(F)F)C1=CC=C(C(=O)OC)C=C1)([2H])([2H])[2H] methyl 4-[1-(2H3)methyl-4-(trifluoromethyl)imidazol-2-yl]benzoate